(6-(1-methyl-1H-pyrazol-4-yl)pyridin-2-yl)methylamine dihydrochloride Cl.Cl.CN1N=CC(=C1)C1=CC=CC(=N1)CN